2,7-bis((1H-benzo[d]imidazol-1-yl)methyl)naphthalene N1(C=NC2=C1C=CC=C2)CC2=CC1=CC(=CC=C1C=C2)CN2C=NC1=C2C=CC=C1